4-fluoro-1-(4-(4-(2-methoxyethoxy)phenyl)pyrimidin-2-yl)-N-(3-methylquinuclidin-3-yl)piperidine-4-carboxamide FC1(CCN(CC1)C1=NC=CC(=N1)C1=CC=C(C=C1)OCCOC)C(=O)NC1(CN2CCC1CC2)C